COC(\C=C\CC[C@@H](C(=O)NC=1C(N(C=CC1)CC(=O)NC1C2CC3CC(CC1C3)C2)=O)NC(=O)C2=CSC(=C2)Br)=O (S,E)-Methyl-6-(5-bromothiophen-3-carboxamido)-7-(1-(2-(2-adamantylamino)-2-oxoethyl)-2-oxo-1,2-dihydropyridin-3-ylamino)-7-oxohept-2-enoat